BrC(COC(C)=O)=CBr acetic acid 2,3-dibromoprop-2-en-1-yl ester